pyrrole thiocyanate [S-]C#N.N1C=CC=C1